IN(C(=N)N)CC1=CC=CC=C1 iodo-benzyl-guanidine